(S)-methyl 4-(1-(3-chloro-1-(3-(trifluoromethyl)benzyl)-1H-indole-2-carboxamido)ethyl)benzoate ClC1=C(N(C2=CC=CC=C12)CC1=CC(=CC=C1)C(F)(F)F)C(=O)N[C@@H](C)C1=CC=C(C(=O)OC)C=C1